C1(=NC=CC=2C3=CC=CC=C3NC12)CCC(=O)O beta-carboline-1-propionic acid